CC(C#N)(C)C1=C2C(=NC(=C1)N1[C@@H](COCC1)C)C(=NN2C)C2=NNC=C2 (R)-2-methyl-2-(1-methyl-5-(3-methylmorpholino)-3-(1H-pyrazol-3-yl)-1H-pyrazolo[4,3-b]pyridin-7-yl)propanenitrile